O1C(CC=CC1)=O 1,6-dihydropyran-one